CN1C(C(=C(C2=CC(=CC=C12)C)N1CCC(CC1)C=1OC2=C(N1)C=C(C=C2)C)C#N)=O 1,6-dimethyl-4-[4-(5-methyl-1,3-benzoxazol-2-yl)piperidin-1-yl]-2-oxo-1,2-dihydroquinoline-3-carbonitrile